(S)-3-((4'-((S,E)-4-hydroxy-3-(2-((S)-1-hydroxyethyl)-1H-imidazol-1-yl)but-1-en-1-yl)-[1,1'-biphenyl]-4-yl)oxy)propane-1,2-diol OC[C@H](/C=C/C1=CC=C(C=C1)C1=CC=C(C=C1)OC[C@H](CO)O)N1C(=NC=C1)[C@H](C)O